C1(=CC=CC=C1)OC1=CC=CC=C1.[Sn] tin diphenyl oxide